FC(OC1=C(C=C(C=C1)S(=O)(=O)C[C@@H](C)O)C1=NN(C=C1NC(=O)C=1C=NN2C1N=CC=C2)C)F (R)-N-(3-(2-(difluoromethoxy)-5-((2-hydroxypropyl)sulfonyl)phenyl)-1-methyl-1H-pyrazol-4-yl)pyrazolo[1,5-a]pyrimidine-3-carboxamide